N-(5-chloro-2-nitrophenyl)-2-((5-(5-(3,5-dichlorophenyl)-5-(trifluoromethyl)-4,5-dihydro-1H-pyrazol-3-yl)-1,3,4-oxadiazol-2-yl)thio)acetamide ClC=1C=CC(=C(C1)NC(CSC=1OC(=NN1)C1=NNC(C1)(C(F)(F)F)C1=CC(=CC(=C1)Cl)Cl)=O)[N+](=O)[O-]